N-(hydroxypropyl)-propylamine OCCCNCCC